CC(C)(C(CC(C(C)(C)C)=O)=O)C 2,2,6,6-Tetramethylheptan-3,5-dion